heptacosane CCCCCCCCCCCCCCCCCCCCCCCCCCC